4-(2-((1-((cis)-4-cyanocyclohexyl)-1H-pyrazol-4-yl)amino)-5-methylpyrimidin-4-yl)-N-((S)-1-cyanoethyl)benzamide C(#N)[C@H]1CC[C@H](CC1)N1N=CC(=C1)NC1=NC=C(C(=N1)C1=CC=C(C(=O)N[C@@H](C)C#N)C=C1)C